FC(C=1C(=C(C=CC1)[C@@H](C)NC=1C2=C(N=CN1)C(=NC(=C2)C=2CCSCC2)OC)F)F N-[(1R)-1-[3-(difluoromethyl)-2-fluoro-phenyl]ethyl]-6-(3,6-dihydro-2H-thiopyran-4-yl)-8-methoxy-pyrido[3,4-d]pyrimidin-4-amine